N,N,N',N'-tetrakis(3,4-dimethylphenyl)-3,8-diphenylpyrene-1,6-Diamine CC=1C=C(C=CC1C)N(C1=CC(=C2C=CC=3C(=CC(=C4C=CC1=C2C34)C3=CC=CC=C3)N(C3=CC(=C(C=C3)C)C)C3=CC(=C(C=C3)C)C)C3=CC=CC=C3)C3=CC(=C(C=C3)C)C